C1(CC1)N1N=CC(=C1)[C@@H]1OCC[C@@H](C1)C1=NC2=NC(=C(N=C2C(=N1)C1C[C@H]([C@H](C1)F)F)C)C 2-((2R,4S)-2-(1-cyclopropyl-1H-pyrazol-4-yl)tetrahydro-2H-pyran-4-yl)-4-((3R,4S)-3,4-difluorocyclopentyl)-6,7-dimethylpteridine